C(CCC)OC(C)COC(C)CO dipropyleneglycol monobutyl ether